N1=CC=C(C=C1)CN1CCC(CC1)C=O 1-(pyridin-4-ylmethyl)piperidine-4-carbaldehyde